NC1=NC(=CC(=N1)C=1C=C(C#N)C=CC1)C=1N=NN(C1)CC1=NC(=CC=C1)COCC1CC1 m-[2-amino-6-(1-{[6-(cyclopropylmethoxymethyl)-2-pyridinyl]methyl}-1H-1,2,3-triazol-4-yl)-4-pyrimidinyl]benzonitrile